CCCCCCCCCCCCCCCC(=O)OC[C@H](COP(=O)([O-])OCC[N+](C)(C)C)OC(=O)CCC/C=C\\C[C@@H]1[C@H](C[C@H]([C@@H]1/C=C/[C@H](CCCCC)O)O)O The molecule is a 1,2-diacyl-sn-glycero-3-phosphocholine in which the phosphatidyl acyl groups at positions 1 and 2 are specified as palmitoyl and 8-epi-prostaglandin F2alpha respectively. It derives from an 8-epi-prostaglandin F2alpha and a hexadecanoic acid.